C(C)(C)(C)OC(=O)N1C[C@H](CC1)C(C(=O)OC)OC1=CC(=CC=C1)[N+](=O)[O-] (3S)-3-[2-methoxy-1-(3-nitrophenoxy)-2-oxoethyl]pyrrolidine-1-carboxylic acid tert-butyl ester